C(C)(=O)N1CC(CCC1)C1=CC=2C(=C(N=NC2N[C@H](C)C2=CC(=CC=C2)C(F)(F)F)C)N(C1=O)C 3-(1-acetyl-3-piperidyl)-1,8-dimethyl-5-[[(1R)-1-[3-(trifluoromethyl)phenyl]ethyl]amino]pyrido[2,3-d]pyridazine-2-one